NC1=CC=CC(=N1)NC(=O)C1CN(C1)C1=CC(=C2C(C(=CN(C2=N1)C=1SC=CN1)C(=O)O)=O)C 7-{3-[(6-aminopyridin-2-yl)carbamoyl]azetidin-1-yl}-5-methyl-4-oxo-1-(1,3-thiazol-2-yl)-1,4-dihydro-1,8-naphthyridine-3-carboxylic acid